2-chloro-5-methyl-L-phenylalanine ClC1=C(C[C@H](N)C(=O)O)C=C(C=C1)C